2-bromo-3-methyl-1,1'-biphenyl BrC1=C(C=CC=C1C)C1=CC=CC=C1